2-(4-Bromo-5-fluoro-2-hydroxyphenyl)acetic acid BrC1=CC(=C(C=C1F)CC(=O)O)O